C(CCC)N1CN(C=C1)CCO 1-butyl-3-(2-hydroxyethyl)imidazole